C(C)(C)(C)OC(=O)N1[C@@H](CCC1)COC=1C=NC=C(C1)Br (S)-2-((5-Bromopyridin-3-yloxy)methyl)pyrrolidine-1-carboxylic acid tert-butyl ester